FC1=C(C#N)C(=CC=C1)C(F)(F)F 2-fluoro-6-(trifluoromethyl)benzonitrile